disodium carbonyl-di(4-hydroxy-6-methoxybenzenesulfonic acid) C(=O)(C1=C(C(=CC(=C1)O)OC)S(=O)(=O)O)C1=C(C(=CC(=C1)O)OC)S(=O)(=O)O.[Na].[Na]